2-(2-((5'-(1-aminoisoquinolin-7-yl)-2',3'-dihydrospiro[cyclopentane-1,1'-indene]-3'-yl)oxy)phenyl)acetic acid NC1=NC=CC2=CC=C(C=C12)C=1C=C2C(CC3(C2=CC1)CCCC3)OC3=C(C=CC=C3)CC(=O)O